N-(cis-2-(biphenyl-3-ylmethyl)-1-(cyclopropylcarbonyl)pyrrolidin-3-yl)-1-methoxymethanesulfonamide C1(=CC(=CC=C1)C[C@@H]1N(CC[C@@H]1NS(=O)(=O)COC)C(=O)C1CC1)C1=CC=CC=C1